CC=1C(CCC1B1OC(C(O1)(C)C)(C)C)=O 2-methyl-3-(4,4,5,5-tetramethyl-1,3,2-dioxaborolan-2-yl)cyclopent-2-enone